ClC1=CC=C2C(=CC(=NC2=C1Cl)N1[C@@H]([C@H](CC1)OC)C(=O)OC)N1C=NC=C1 (2S,3S)-methyl 1-(7,8-dichloro-4-(1H-imidazol-1-yl) quinolin-2-yl)-3-methoxypyrrolidine-2-carboxylate